(Z)-2-(1-(2-(Benzyloxy)benzylidene)-5-fluoro-2-methyl-1H-inden-3-yl)acetic acid C(C1=CC=CC=C1)OC1=C(\C=C/2\C(=C(C3=CC(=CC=C23)F)CC(=O)O)C)C=CC=C1